COC1=CC=C(C=C1)CNCC1=NC=CC(=C1)N1CCCCC1 1-(4-methoxyphenyl)-N-[[4-(1-piperidyl)-2-pyridyl]methyl]methanamine